OC1=C(C=C(C=C1)C1=COC2=CC(=CC(=C2C1=O)O)O)[O-] 2-hydroxy-5-(5,7-dihydroxy-4-oxo-4H-chromen-3-yl)phenolate